CN1CCN(CC1)N1C(=NC2=C1CN(C2)C(=O)N2CC=1N(C(=NC1C2)C2=NC=CC(=C2)C2=C1N(N=C2C2=NC(=CC=C2)C)CCC1)N1CCN(CC1)C)C1=NC=CC(=C1)C1=C2N(N=C1C1=NC(=CC=C1)C)CCC2 (4-Methylpiperazin-1-yl)(2-(4-(2-(6-methylpyridin-2-yl)-5,6-dihydro-4H-pyrrolo[1,2-b]pyrazol-3-yl)pyridin-2-yl)-4,6-dihydropyrrolo[3,4-d]imidazole-5(1H)-yl)ketone